C(C)C1=C(C=C(C(=C1)O)F)C1=CC=C2C(=NNC2=C1)C1=NC2=C(N1)CN(C2)C(=O)C2CC(C2)O (2-(6-(2-ethyl-5-fluoro-4-hydroxyphenyl)-1H-indazol-3-yl)pyrrolo[3,4-d]imidazol-5(1H,4H,6H)-yl)(3-hydroxycyclobutyl)methanone